4-[8-(3-hydroxycyclobutyl)-2-[4-(4-methylpiperazin-1-yl)anilino]-7-oxo-pyrido[2,3-d]pyrimidin-6-yl]-8-methyl-2,3-dihydroquinoxaline-1-carboxylic acid tert-butyl ester C(C)(C)(C)OC(=O)N1CCN(C2=CC=CC(=C12)C)C1=CC2=C(N=C(N=C2)NC2=CC=C(C=C2)N2CCN(CC2)C)N(C1=O)C1CC(C1)O